N-cyclopropyl-2-[3-[(trans)-2-[5-[2-(diethylamino)ethyl]-2-pyridinyl]vinyl]-1-tetrahydropyran-2-yl-indazol-6-yl]sulfanyl-5-fluoro-benzamide C1(CC1)NC(C1=C(C=CC(=C1)F)SC1=CC=C2C(=NN(C2=C1)C1OCCCC1)\C=C\C1=NC=C(C=C1)CCN(CC)CC)=O